5-(6-(4,4-difluoro-3,3-dimethylpent-1-yn-1-yl)-2,3,4,5-tetrahydro-1H-benzo[b]azepin-1-yl)-6-fluoro-1-methylpyrido[4,3-e][1,2,4]triazolo[4,3-a]pyrimidine FC(C(C#CC1=CC=CC=2N(CCCCC21)C2=NC=1N(C3=C2C(=CN=C3)F)C(=NN1)C)(C)C)(C)F